ClC1=NC=CC(=N1)CC1=CC=C(C=C1)C=1N(C=C(N1)C(F)(F)F)C([2H])([2H])[2H] 2-chloro-4-(4-(1-(methyl-d3)-4-(trifluoromethyl)-1H-imidazol-2-yl)benzyl)pyrimidine